C(C)C=1C(NC=2C=C(C=NC2C1)CN1CCN(CC1)C=1C=CC(=NC1)C(=O)N[C@H]1CNCC1)=O (R)-5-(4-((7-Ethyl-6-oxo-5,6-dihydro-1,5-naphthyridin-3-yl)methyl)piperazin-1-yl)-N-(Pyrrolidin-3-yl)pyridineamide